1,3,5-tris(N-(1,2,2,6,6-pentamethyl-4-piperidinyl)-1,2,2,6,6-pentamethyl-4-piperidinylamino)-s-triazine-2,4,6(1h,3h,5h)-trione CN1C(CC(CC1(C)C)N(N1C(N(C(N(C1=O)N(C1CC(N(C(C1)(C)C)C)(C)C)C1CC(N(C(C1)(C)C)C)(C)C)=O)N(C1CC(N(C(C1)(C)C)C)(C)C)C1CC(N(C(C1)(C)C)C)(C)C)=O)C1CC(N(C(C1)(C)C)C)(C)C)(C)C